1-bromo-3-iodo-5-ethylbenzene BrC1=CC(=CC(=C1)CC)I